B([O-])(O)O.FC(C(=O)O)(C(=O)O)F.FC(C(=O)O)(C(=O)O)F.[Na+] sodium bis(difluoromalonate) borate